C[C@@H]1N(C[C@H](N(C1)C(C1=NC=C(C=C1)C(F)(F)F)C1=CC=C(C=C1)C(F)(F)F)C)C1=C2N=CN(C2=NC(=N1)NN)CCN(C(OC(C)(C)C)=O)C tert-butyl (2-(6-((2S,5R)-2,5-dimethyl-4-((4-(trifluoromethyl)phenyl)(5-(trifluoromethyl)pyridin-2-yl)methyl)piperazin-1-yl)-2-hydrazineyl-9H-purin-9-yl)ethyl)(methyl)carbamate